C(C)(C)C1COCCN1C(=O)C1=NOC(=N1)C1=C(C(=C(C(=C1)F)F)O)F (3-isopropylmorpholino)(5-(2,4,5-trifluoro-3-hydroxyphenyl)-1,2,4-oxadiazol-3-yl)methanone